3-(2-isocyanoethyl)-indole [N+](#[C-])CCC1=CNC2=CC=CC=C12